8-bromo-6-chloro-3,4-dihydroisoquinoline BrC=1C=C(C=C2CCN=CC12)Cl